2-(4-(3-chloro-4-(2-chloro-3-(6-methoxy-5-((7-oxo-2,6-diazaspiro[3.4]octan-2-yl)methyl)pyridin-2-yl)phenyl)pyridin-2-yl)-2-fluoro-6-methoxybenzyl)-2,6-diazaspiro[3.4]octan-7-one ClC=1C(=NC=CC1C1=C(C(=CC=C1)C1=NC(=C(C=C1)CN1CC2(C1)CNC(C2)=O)OC)Cl)C2=CC(=C(CN1CC3(C1)CNC(C3)=O)C(=C2)OC)F